C(C1=CC=CC=C1)NN1C=NC2=NC=NC2=C1 L-1-benzylaminopurine